N-(5-(2-(cyclopentylamino)acetamido)-2-methylpyridin-3-yl)-2-(6,7-dihydro-5H-pyrazolo[5,1-b][1,3]oxazin-3-yl)pyrazolo[5,1-b]thiazole-7-carboxamide C1(CCCC1)NCC(=O)NC=1C=C(C(=NC1)C)NC(=O)C=1C=NN2C1SC(=C2)C=2C=NN1C2OCCC1